BrC=1C=C(SC1C1=C(C=C(C=C1)Cl)C)C=O 4-bromo-5-(4-chloro-2-methylphenyl)thiophene-2-carbaldehyde